2-(4-amino-4-(2,2-difluoroethyl)piperidin-1-yl)-5-bromo-7H-pyrrolo[2,3-d]pyrimidine-4-carbonitrile NC1(CCN(CC1)C=1N=C(C2=C(N1)NC=C2Br)C#N)CC(F)F